tert-butyl 2-(5-{2-[(1r,4r)-4-({2,3,5-trifluoro-4-[(4-methoxyphenyl)methoxy]benzamido}methyl)cyclohexyl]-2H-indazol-6-yl}pyrimidin-2-yl)-5-oxa-2,8-diazaspiro[3.5]nonane-8-carboxylate FC1=C(C(=O)NCC2CCC(CC2)N2N=C3C=C(C=CC3=C2)C=2C=NC(=NC2)N2CC3(C2)OCCN(C3)C(=O)OC(C)(C)C)C=C(C(=C1F)OCC1=CC=C(C=C1)OC)F